1,1,1,3,3,3-hexafluoropropan-2-yl (+)-1-(((6-(trifluoromethyl)pyridin-2-yl)methyl)carbamoyl)-6-azaspiro[2.5]octane-6-carboxylate FC(C1=CC=CC(=N1)CNC(=O)C1CC12CCN(CC2)C(=O)OC(C(F)(F)F)C(F)(F)F)(F)F